1-(3-bromophenyl)-2-nitro-ethanol BrC=1C=C(C=CC1)C(C[N+](=O)[O-])O